ClC1=C(C=CC(=C1)Cl)C[C@H](C[C@H]([C@@H](C(C)(C)C)O)N1N=CNC1=S)C 2-[(2R,4R,5R)-1-(2,4-dichlorophenyl)-5-hydroxy-2,6,6-trimethylheptan-4-yl]-2,4-dihydro-3H-1,2,4-triazol-3-thione